(6S)-4-benzyl-6-(hydroxymethyl)piperazin-2-one C(C1=CC=CC=C1)N1CC(N[C@@H](C1)CO)=O